O1CCOC12CCC(CC2)CNC(OCC2=CC=CC=C2)=O benzyl ((1,4-dioxaspiro[4.5]decan-8-yl)methyl)carbamate